CC=1C=C(C=C2C(NC(=NC12)C=1C=C2C(=CN1)SC=C2)=O)OCC2CC(N(CC2)C)=O 8-methyl-6-(1-methyl-2-oxo-piperidin-4-ylmethoxy)-2-thieno[2,3-c]pyridin-5-yl-3H-quinazolin-4-one